COC1=CC=C(C=C1)C(C1=CC=CC=C1)(C1=CC=C(C=C1)OC)SC(C)=O 1-{[bis(4-methoxyphenyl)(phenyl)methyl]sulfanyl}ethan-1-one